6-(1-methyl-hexahydropyridin-4-yl)pyridine-3,4-diamine CN1CCC(CC1)C1=CC(=C(C=N1)N)N